(R)-2-(6-bromo-1-oxoisoindolin-2-yl)butanoic acid tert-butyl ester C(C)(C)(C)OC([C@@H](CC)N1C(C2=CC(=CC=C2C1)Br)=O)=O